4-amino-N'-(cyclopropanecarbonyl)-N-(2,4-difluorobenzyl)-N',1-dimethyl-1H-pyrazolo[4,3-c]quinoline-8-carbohydrazide NC1=NC=2C=CC(=CC2C2=C1C=NN2C)C(=O)N(N(C)C(=O)C2CC2)CC2=C(C=C(C=C2)F)F